3-(5-((1S,4S)-5-benzhydryl-2,5-diazabicyclo[2.2.1]heptane-2-carbonyl)-7-fluoro-1-oxoisoindolin-2-yl)piperidine-2,6-dione C(C1=CC=CC=C1)(C1=CC=CC=C1)N1[C@@H]2CN([C@H](C1)C2)C(=O)C=2C=C1CN(C(C1=C(C2)F)=O)C2C(NC(CC2)=O)=O